butane-1,4-diol bis(acetoacetate) C(CC(=O)C)(=O)OCCCCOC(CC(=O)C)=O